CC1=C2C(=CC=3C=4C=C(C=CC4N(C13)C)OC[C@@H]1NCCC1)C=NC=C2 (R)-5,6-dimethyl-9-(pyrrolidin-2-ylmethoxy)-6H-pyrido[4,3-b]carbazole